N,N-dimethylhexylamine acetate C(C)(=O)O.CN(C)CCCCCC